1-phenyl-2-(trifluoromethoxy)propan-1-one C1(=CC=CC=C1)C(C(C)OC(F)(F)F)=O